2,6-Lutidine-acetonitrile C(C)#N.N1=C(C=CC=C1C)C